C1(CC1)CN(C1=CC(N(C=2C=CC(=NC12)C#N)C)=O)C1=CC=C(C=C1)C=1C=NC=CC1 8-((cyclopropylmethyl)(4-(pyridin-3-yl)phenyl)amino)-5-methyl-6-oxo-5,6-dihydro-1,5-naphthyridine-2-carbonitrile